CN(C([C@@H]([C@H](C)C1=CC=CC=C1)NC1=CC=CC=C1)=O)C (2R,3R)-N,N-Dimethyl-3-phenyl-2-(phenylamino)butanamide